(3aR,5r,6aS)-2-(cycloheptylmethyl)-N-[4-(1,3-dimethylpyrazol-4-yl)-2,3-difluoro-phenyl]-3,3a,4,5,6,6a-hexahydro-1H-cyclopenta[c]pyrrol-5-amine C1(CCCCCC1)CN1C[C@@H]2[C@H](C1)CC(C2)NC2=C(C(=C(C=C2)C=2C(=NN(C2)C)C)F)F